CC=1C=CC=2N(N1)C=C(C2)C(=O)OCC ethyl 2-methylpyrrolo[1,2-b]pyridazine-6-carboxylate